[N+](=O)([O-])C1=C(C(=O)O)C=CC(=C1OC)OCCCN1CCOCC1 2-nitro-3-methoxy-4-(3-morpholinopropoxy)benzoic acid